(E)-2-(3-(2-(2',3'-difluoro-2-methylbiphenyl-3-yl)vinyl)-4-(trifluoromethyl)benzylamino)-3-hydroxypropionic acid FC1=C(C=CC=C1F)C1=C(C(=CC=C1)/C=C/C=1C=C(CNC(C(=O)O)CO)C=CC1C(F)(F)F)C